COC1CC(CC1)C=1NC=2C(=C3C(=NC2)NC=C3)N1 2-(3-methoxycyclopentyl)-3,6-dihydroimidazo[4,5-d]Pyrrolo[2,3-b]Pyridine